((7,10-dioxadispiro[2.2.46.23]dodecane-4-yl)methyl)-1H-benzo[d]imidazole-6-carbonitrile C1CC12C(CC1(OCCO1)CC2)CN2C=NC1=C2C=C(C=C1)C#N